methyl-1-(trityl)-1H-imidazole CC=1N(C=CN1)C(C1=CC=CC=C1)(C1=CC=CC=C1)C1=CC=CC=C1